5-(4-pyridyl)thiophene-2-carboxylic acid N1=CC=C(C=C1)C1=CC=C(S1)C(=O)O